5-((2-((7-azabicyclo[2.2.1]heptan-7-yl)methyl)-6-fluorobenzyl)amino)-N-(thiazol-4-yl)-6-(trifluoromethyl)pyridine-2-sulfonamide trifluoroacetic acid salt FC(C(=O)O)(F)F.C12CCC(CC1)N2CC2=C(CNC=1C=CC(=NC1C(F)(F)F)S(=O)(=O)NC=1N=CSC1)C(=CC=C2)F